4-[4-[(E)-3-(3-Ethoxyphenyl)prop-2-enoyl]phenoxy]butanoic acid C(C)OC=1C=C(C=CC1)/C=C/C(=O)C1=CC=C(OCCCC(=O)O)C=C1